ClC1=NC=2C=C(CCC2C(=N1)N1C[C@@H](N(CC1)C(=O)OCC1=CC=CC=C1)CC#N)N1CCCC2=CC=CC=C12 benzyl (S)-4-(2-chloro-7-(3,4-dihydroquinolin-1(2H)-yl)-5,6-dihydroquinazolin-4-yl)-2-(cyanomethyl)piperazine-1-carboxylate